OC1=CC=C(C2=C1NC(S2)=O)CCNCCS(=O)(=O)CCCOCCC2=CC=CC=C2 4-hydroxy-7-[2-{[2-{[3-(2-phenylethoxy)propyl]sulfonyl}ethyl]amino}ethyl]-2(3H)-benzothiazolone